N-(2-{3a-methoxy-octahydropyrrolo[3,4-b]pyrrol-5-yl}-5,6,7,8-tetrahydroquinolin-6-yl)-5-chloro-7-ethyl-7H-pyrrolo[2,3-c]pyridazine-3-carboxamide COC12C(NCC1)CN(C2)C2=NC=1CCC(CC1C=C2)NC(=O)C2=CC1=C(N=N2)N(C=C1Cl)CC